Di-tert-butyl-(2R,4R)-4-((6-chloro-3-fluoro-4-(1-hydroxy-2-methylpropyl)-pyridin-2-yl)methyl)-2-methylpiperidine-1,4-dicarboxylic acid C(C)(C)(C)C1[C@](N(CC[C@@]1(C(=O)O)CC1=NC(=CC(=C1F)C(C(C)C)O)Cl)C(=O)O)(C)C(C)(C)C